C1(CCCCC1)C(C)(OC(=O)COC(=O)C1C2C3C4C=CC(C3C(C1)C2)C4)C4CCCCC4 8-(1,1-dicyclohexylethoxycarbonylmethyloxycarbonyl)-tetracyclo[4.4.0.12,5.17,10]-3-dodecene